N-cyclohexyl-2-{methyl[2-(pyridin-2-yl)-5H,6H,7H-cyclopenta[d]pyrimidin-4-yl]amino}acetamide C1(CCCCC1)NC(CN(C=1C2=C(N=C(N1)C1=NC=CC=C1)CCC2)C)=O